O1C(=CC=C1)C=C1CC=2C(CC(C2C=C1)=O)=O 5-((furan-2-yl)methylene)-2H-indene-1,3-dione